CN(C1=CC=C(C=C1)CC(=O)NN1C(C2=CC=CC=C2C(=N1)C(F)(F)F)=O)C 2-[4-(dimethylamino)phenyl]-N-[1-oxo-4-(trifluoromethyl)phthalazin-2(1H)-yl]acetamide